5-chloro-4-(6,6-difluoro-1,4-diazepan-1-yl)-2-(4-pyridinyl)-1H-pyrimidin-6-one ClC1=C(N=C(NC1=O)C1=CC=NC=C1)N1CCNCC(C1)(F)F